N-(4-phenoxyphenyl)-5-(tetrahydro-2H-pyran-4-yl)-1,5-dihydro-1,4,5,6,8-penta-aza-acenaphthylen-3-amine O(C1=CC=CC=C1)C1=CC=C(C=C1)NC=1C2=CNC=3N=CN=C(N(N1)C1CCOCC1)C32